BrC1CC(C2=CC(=C(C=C12)OC)OC)=O 3-bromo-5,6-dimethoxyindanone